FC(OC1=CC=C(C=C1)C1=CC(=CC2=C1N=CS2)N)(F)F 4-(4-(trifluoromethoxy)phenyl)benzo[d]thiazol-6-amine